6-oxo-(beta-D-glucopyranose) O=C([C@@H]1[C@H]([C@@H]([C@H]([C@H](O)O1)O)O)O)O